[Cl-].[Cl-].[Cl-].C1(=CC=CC=C1)P(C1=CC=CC=C1)C1=CC=CC=C1.[Pd+3] palladium (triphenylphosphine) trichloride